N1C(=NC2=C1C=CC=C2)N2CCOC1=C(C2)C=CC(=C1)C#N 4-(1H-1,3-benzodiazol-2-yl)-3,5-dihydro-2H-1,4-benzoxazepine-8-carbonitrile